C(C)N(C(=S)SSC(N(CC)CC)=S)CC bis(diethylthiocarbamoyl) disulphide